C(#N)CC(=O)NN 2-cyanoacetohydrazide